C1(=CC=C(C=C1)C1=NC(=NC(=C1)Cl)C1=CC=CC=C1)C1=CC=CC=C1 4-([1,1'-Biphenyl]-4-yl)-6-chloro-2-phenylpyrimidine